2-Amino-5-(2-methylpiperazin-1-yl)-2,3-dihydro-1,4-benzodioxine NC1COC2=C(O1)C=CC=C2N2C(CNCC2)C